[N+](=O)([O-])C1=C(C(=O)O)C=C(C=C1N)C(CC1=CC=CC=C1)=O 2-nitro-5-phenylacetyl-aminobenzoic acid